FC1=CC=C(C=C1)C1=NOC(=N1)C1CCN(CC1)C(CC1=NC=NN1C)=O 1-(4-(3-(4-fluorophenyl)-1,2,4-oxadiazol-5-yl)piperidin-1-yl)-2-(1-methyl-1H-1,2,4-triazol-5-yl)ethan-1-one